(S)-(1-(6-(benzyloxy)-5-(trifluoromethyl)pyridin-3-yl)pyrrolidin-2-yl)methanol tertbutyl-(3R,4R)-3-(1-cyclopropyltriazol-4-yl)-4-methoxy-pyrrolidine-1-carboxylate C(C)(C)(C)C1N(C[C@@H]([C@H]1C=1N=NN(C1)C1CC1)OC)C(=O)OC[C@H]1N(CCC1)C=1C=NC(=C(C1)C(F)(F)F)OCC1=CC=CC=C1